dimethylsilylbis(2-methyl-4-(1-naphthyl)-1-indenyl)hafnium dichloride [Cl-].[Cl-].C[SiH](C)[Hf+2](C1C(=CC2=C(C=CC=C12)C1=CC=CC2=CC=CC=C12)C)C1C(=CC2=C(C=CC=C12)C1=CC=CC2=CC=CC=C12)C